C(CC)OC1=CC=C(C=C1)B(O)O (4-Propoxyphenyl)boronic acid